maleinnitrile C(\C=C/C#N)#N